NC1=NN(N=C1)C1=C(C=C(C=N1)NC(=O)C=1C=NN(C1C(F)(F)F)C1=C2C=CC=NC2=CC=C1)Cl N-(6-(4-amino-2H-1,2,3-triazol-2-yl)-5-chloropyridin-3-yl)-1-(quinolin-5-yl)-5-(trifluoromethyl)-1H-pyrazole-4-carboxamide